5-((6-((3-Methyloxetan-3-yl)methoxy)imidazo[1,2-b]pyridazin-3-yl)ethynyl)-N-(4-((4-methylpiperazin-1-yl)methyl)-3-(trifluoromethyl)phenyl)nicotinamide CC1(COC1)COC=1C=CC=2N(N1)C(=CN2)C#CC=2C=NC=C(C(=O)NC1=CC(=C(C=C1)CN1CCN(CC1)C)C(F)(F)F)C2